ClC=1C=C2C=NN(C2=CC1N1CCN(CC1)C1CC1)C=1C=NN(C1)C1CC1 5-chloro-6-(4-cyclopropylpiperazin-1-yl)-1-(1-cyclopropyl-1H-pyrazol-4-yl)-1H-indazole